N-((1H-pyrrolo[3,2-c]pyridin-2-yl)methyl)-2-(6-(5-chlorothien-2-yl)-2-oxo-3-(phenethylamino)pyrazin-1(2H)-yl)acetamide N1C(=CC=2C=NC=CC21)CNC(CN2C(C(=NC=C2C=2SC(=CC2)Cl)NCCC2=CC=CC=C2)=O)=O